FC=1C=C(C=CC1)[C@@H](C)N(C([O-])=O)C1=C(N=NN1C)C1=NC(=C(C=C1)NS(=O)(=O)C1CC1)C (R)-1-(3-fluoro-phenyl)ethyl(4-(5-(cyclopropane-sulfonamido)-6-methylpyridin-2-yl)-1-methyl-1H-1,2,3-triazol-5-yl)carbamate